IC=1C=CC(=C(C(=O)NC2=CC=C(C=C2)C(F)(F)F)C1)SC1=NN=NN1C 5-iodo-2-(1-methyl-1H-tetrazol-5-ylsulfanyl)-N-(4-trifluoromethyl-phenyl)-benzamide